NC=1N(C=2C3=C(C=4C(NC(C13)=O)=CN(N4)C)C(=C(N2)C)C)C2=C(C(=CC=C2C)OC)C 5-amino-4-(3-methoxy-2,6-dimethylphenyl)-1,2,9-trimethyl-7,9-dihydro-3,4,7,9,10-pentaazabenzo[cd]cyclopenta[f]azulene-6(4H)-one